2-(1-methyl-1H-indazole-5-carboxamido)-4-(3-(2-(5,6,7,8-tetrahydro-1,8-naphthyridin-2-yl)ethyl)pyrrolidin-1-yl)butanoic acid CN1N=CC2=CC(=CC=C12)C(=O)NC(C(=O)O)CCN1CC(CC1)CCC1=NC=2NCCCC2C=C1